4-(methoxymethylene)dispiro[2.1.25.23]Nonane COC=C1C2(CC2)CCC12CC2